BrC=1C=C(C=CC1)C1(CC(C1)C)CC=1N(C(=NN1)S)C 5-[[1-(3-bromophenyl)-3-methyl-cyclobutyl]methyl]-4-methyl-1,2,4-triazole-3-thiol